[Zr].[Zr] Zirconium zirconium